(2R,4S)-N-((S)-1-(((6-amino-2-methylpyridin-3-yl)methyl)amino)-1-oxopropan-2-yl)-4-phenylpiperidine-2-carboxamide dihydrochloride Cl.Cl.NC1=CC=C(C(=N1)C)CNC([C@H](C)NC(=O)[C@@H]1NCC[C@@H](C1)C1=CC=CC=C1)=O